7-(Heptyloxy)-9-octyl-N-phenyl-9H-carbazol-2-amine C(CCCCCC)OC1=CC=C2C=3C=CC(=CC3N(C2=C1)CCCCCCCC)NC1=CC=CC=C1